1-ethyl-6-fluoro-8-(6-fluoro-1-methylsulfonylindazol-4-yl)-4,4,9-trimethyl-5H-pyrazolo[4,3-c]quinoline C(C)N1N=CC=2C(NC=3C(=CC(=C(C3C21)C)C2=C1C=NN(C1=CC(=C2)F)S(=O)(=O)C)F)(C)C